(R)-1-(2-(4-cyclobutylphenyl)-5-(5-hydroxy-6-(trifluoromethyl)nicotinoyl)-2,3,4,5,5a,6,8,9-octahydro-7H-1,2,5,7-tetraazabenzo[cJ]azulen-7-yl)prop-2-en-1-one C1(CCC1)C1=CC=C(C=C1)N1N=C2CCN(C[C@H]3C2=C1CCN3C(C3=CN=C(C(=C3)O)C(F)(F)F)=O)C(C=C)=O